2-(4-methylphenyl)isonicotinamide CC1=CC=C(C=C1)C=1C=C(C(=O)N)C=CN1